2,2-dimethyl-1H-quinoline-6-carboxylic acid CC1(NC2=CC=C(C=C2C=C1)C(=O)O)C